N1([C@@H](CCCC[C@@H]1C(=O)[O-])C(=O)[O-])C(=O)[O-] (2S,7R)-azepane-1,2,7-tricarboxylate